N-[(E)-3-fluoro-2-[(2-oxo-indol-5-yl)oxymethyl]allyl]carbamic acid tert-butyl ester C(C)(C)(C)OC(NC/C(=C\F)/COC1=CC2=CC(N=C2C=C1)=O)=O